7-((6-((dimethyl-amino)methyl)-5-(4-hydroxy-piperidin-1-yl)pyridin-2-yl)amino)-4-(1-methyl-1H-pyrrolo[2,3-b]pyridin-4-yl)-2,3-dihydro-1H-pyrrolo[3,4-c]pyridin-1-one CN(C)CC1=C(C=CC(=N1)NC=1C2=C(C(=NC1)C1=C3C(=NC=C1)N(C=C3)C)CNC2=O)N2CCC(CC2)O